ClC=1C=NC(=C(C(=O)NC2CCC(CC2)CN2C(N(C3=C2C=CC=C3)C3=CC=C(C=C3)C3=CN=CS3)=O)C1)C 5-chloro-2-methyl-N-((1r,4r)-4-((2-oxo-3-(4-(thiazol-5-yl)phenyl)-2,3-dihydro-1H-benzo[d]imidazol-1-yl)methyl)cyclohexyl)nicotinamide